2,3-bis(n-octyloxy)propyl-trimethyl-ammonium bromide [Br-].C(CCCCCCC)OC(C[N+](C)(C)C)COCCCCCCCC